NCCCC1=CC=CC(=N1)C(=O)NC1C(NC(CC1)=O)=O 6-(3-aminopropyl)-N-(2,6-dioxopiperidin-3-yl)picolinamide